4-cyclopropyl-3-(2,2,2-trifluoroethoxy)benzoic acid C1(CC1)C1=C(C=C(C(=O)O)C=C1)OCC(F)(F)F